3a,6,6,9a-tetramethyldodecahydronaphtho[2,1-b]-furan CC12OCCC1C1(CCCC(C1CC2)(C)C)C